FC(S(=O)(=O)OC=1N=C2N(C(C1C)=O)C=C(N=C2C2=C(C=C(C=C2)Cl)F)N2C[C@@H](OCC2)C=2C=NN(C2)C)(F)F (S)-9-(4-chloro-2-fluorophenyl)-3-methyl-7-(2-(1-methyl-1H-pyrazol-4-yl)morpholino)-4-oxo-4H-pyrazino[1,2-a]pyrimidin-2-yl trifluoromethanesulfonate